butyl (2R,5'S)-8-bromo-5'-carbamoyl-3-oxo-3,4-dihydrospiro[benzo[b][1,4]oxazine-2,3'-pyrrolidine]-1'-carboxylate BrC1=CC=CC2=C1O[C@]1(CN([C@@H](C1)C(N)=O)C(=O)OCCCC)C(N2)=O